BrCC1=CC(=CS1)C#N 5-(bromomethyl)thiophene-3-carbonitrile